3-fluoro-4-(3-fluoro-2-methyl-7-((2R,4R)-2-(1-methyl-1H-pyrazol-4-yl)tetrahydro-2H-pyran-4-yl)-4-oxo-4H-pyrazino[1,2-a]pyrimidin-9-yl)benzonitrile FC=1C=C(C#N)C=CC1C1=NC(=CN2C1=NC(=C(C2=O)F)C)[C@H]2C[C@@H](OCC2)C=2C=NN(C2)C